C(/C1=CC=CC=C1)=N\NC=1C2=C(N=C(N1)N1CCOCC1)C(=CS2)C=2C=NN(C2)C (E)-4-(4-(2-benzylidenehydrazinyl)-7-(1-methyl-1H-pyrazol-4-yl)thieno[3,2-d]pyrimidin-2-yl)morpholine